NC=1C(=NN(C1)C1=C2C=CC(=NC2=CC=C1)C(=O)NS(=O)(=O)C1=C(C=CC(=C1)C(C)(C)N1CCOCC1)OC)C 5-(4-amino-3-methyl-1H-pyrazol-1-yl)-N-((2-methoxy-5-(2-morpholinopropan-2-yl)phenyl)sulfonyl)quinoline-2-carboxamide